4-benzyloxy-3,5-dimethyl-benzaldehyde C(C1=CC=CC=C1)OC1=C(C=C(C=O)C=C1C)C